2-amino-5-(4-(4-(3,3-difluoropropyl)piperazin-1-yl)phenyl)-6-fluoropyridin NC1=NC(=C(C=C1)C1=CC=C(C=C1)N1CCN(CC1)CCC(F)F)F